C(C)N(C1=CC=CC(=N1)C1=NC2=CC(=NC=C2C=C1)CNC(C1=CN=CC(=C1)S(=O)(=O)C)=O)C[C@@H]1OCCC1 |r| (Racemic)-N-((2-(6-(ethyl((tetrahydrofuran-2-yl)methyl)amino)pyridin-2-yl)-1,6-naphthyridin-7-yl)methyl)-5-(methylsulfonyl)nicotinamide